N-[2-(3-{[tert-Butyl(dimethyl)silyl]oxy}propyl)-6-(2-hydroxypropan-2-yl)-2H-indazol-5-yl]-6-(trifluoromethyl)pyridin-2-carboxamid [Si](C)(C)(C(C)(C)C)OCCCN1N=C2C=C(C(=CC2=C1)NC(=O)C1=NC(=CC=C1)C(F)(F)F)C(C)(C)O